(S)-5-(3-(difluoromethyl)imidazo[1,2-b]pyridazin-6-yl)-N-(1,1,1-trifluoropropan-2-yl)-7H-pyrrolo[2,3-d]pyrimidin-2-amine FC(C1=CN=C2N1N=C(C=C2)C2=CNC=1N=C(N=CC12)N[C@H](C(F)(F)F)C)F